1-(9-ethyl-2-(2H-indazol-2-yl)-6-morpholino-9H-purin-8-yl)ethan-1-one C(C)N1C2=NC(=NC(=C2N=C1C(C)=O)N1CCOCC1)N1N=C2C=CC=CC2=C1